C(#N)C1=CC(=C(C=C1)COC1=CC=CC(=N1)C1=CC(=C(C=C1F)CC(=O)O)F)F 2-[4-[6-[(4-cyano-2-fluoro-phenyl)methoxy]-2-pyridinyl]-2,5-difluoro-phenyl]acetic acid